C1(CC1)C1=NC2=C(N1CCOCC(F)(F)F)C=C(C=C2)C=2C=C(C(N(C2)C)=O)C 5-(2-cyclopropyl-1-(2-(2,2,2-trifluoroethoxy)ethyl)-1H-benzo[d]imidazol-6-yl)-1,3-dimethylpyridin-2(1H)-one